C(C(C)(C)C)I neopentyliodide